C[C@@H]1SP(O[C@@H]1C)(OC1=CC=C(C=C1)[N+](=O)[O-])=O (4S,5R)-4,5-dimethyl-2-(4-nitrophenoxy)-1,3,2-oxathiaphospholane 2-oxide